[N-](S(=O)(=O)C(F)(F)F)S(=O)(=O)C(F)(F)F.C(=O)(O)C(C)C1=NC=CN1C 1-carboxyethyl-3-methylimidazole bis(trifluoromethanesulfonyl)imide salt